[Se].C(C1=CC=CC=C1)(=O)Cl benzoyl chloride selenium